(5-(4-iodophenyl) isoxazol-3-yl) methanesulfonate CS(=O)(=O)OC1=NOC(=C1)C1=CC=C(C=C1)I